dimethyl-(3-sulfobutyl)ammonium C[NH+](CCC(C)S(=O)(=O)O)C